FC(C(=O)N(CCC[Si](C1=C(C=CC=C1)[Si](CCCN(C(C(F)(F)F)=O)C(C(F)(F)F)=O)(C)C)(C)C)C(C(F)(F)F)=O)(F)F N-(3-{[2-({3-[bis-(2,2,2-trifluoro-acetyl)-amino]-propyl}-dimethyl-silanyl)-phenyl]-Dimethyl-silanyl}-propyl)-2,2,2-trifluoro-N-(2,2,2-trifluoro-acetyl)-acetamide